N[C@H](C(=O)OC)CC=1N=CN(C1)C Methyl (2S)-2-amino-3-(1-methylimidazol-4-yl)propanoate